N-(2-((2-(dimethylamino)ethyl)(methyl)amino)-4-methoxy-5-((6-(4-methoxyphenyl)-8-methyl-7-oxo-5,6,7,8-tetrahydropyrimido[4,5-d]pyrimidin-2-yl)amino)phenyl)acrylamide CN(CCN(C1=C(C=C(C(=C1)OC)NC=1N=CC2=C(N(C(N(C2)C2=CC=C(C=C2)OC)=O)C)N1)NC(C=C)=O)C)C